2-Fluorobenzaldehyde-O-(1-methyl-1H-imidazole-2-carbonyl) oxime CN1C(=NC=C1)C(=O)ON=CC1=C(C=CC=C1)F